[(3S)-1-methyl-5-oxo-pyrrolidin-3-yl]-4-[3-[2-(cyclopropoxy)-3-pyridyl]-6-methyl-pyrazolo[1,5-a]pyrimidin-5-yl]piperazine-1-carboxylate CN1C[C@H](CC1=O)OC(=O)N1CCN(CC1)C1=NC=2N(C=C1C)N=CC2C=2C(=NC=CC2)OC2CC2